N-(3-chloro-5-(methylsulfonamido)phenyl)-5-(5-(3,3-difluoroazetidin-1-yl)-3-((3,5-difluorobenzyl)oxy)pyridin-2-yl)-1-methyl-1H-pyrrole-3-carboxamide ClC=1C=C(C=C(C1)NS(=O)(=O)C)NC(=O)C1=CN(C(=C1)C1=NC=C(C=C1OCC1=CC(=CC(=C1)F)F)N1CC(C1)(F)F)C